(2R,3R)-1-tert-butoxycarbonyl-3-hydroxy-pyrrolidine-2-carboxylic acid C(C)(C)(C)OC(=O)N1[C@H]([C@@H](CC1)O)C(=O)O